COC=1C=C(C=CC1OC)NC=1C=2N(C=C(N1)C1=CC=3OCC(NC3N=C1)=O)N=CN2 7-(8-((3,4-dimethoxyphenyl)amino)-[1,2,4]triazolo[1,5-a]pyrazin-6-yl)-2H-pyrido[3,2-b][1,4]oxazin-3(4H)-one